5-((5-Chloro-1-(1-cyclopropyl-1H-pyrazol-4-yl)-1H-indazol-6-yl)amino)-5,6,7,8-tetrahydronaphthalene-2-carbonitrile ClC=1C=C2C=NN(C2=CC1NC1C=2C=CC(=CC2CCC1)C#N)C=1C=NN(C1)C1CC1